(3-amino-8-azabicyclo[3.2.1]octan-8-yl)(5-(5-fluoro-3-methylbenzo[d]isoxazol-6-yl)-4-phenylthiophene-2-yl)methanone hydrochloride Cl.NC1CC2CCC(C1)N2C(=O)C=2SC(=C(C2)C2=CC=CC=C2)C2=CC1=C(C(=NO1)C)C=C2F